C(C)(C)C1=C(NC2=CC=C(C=C12)C1CCNCC1)C=1C=C2C(=CN1)NN=C2 5-(3-isopropyl-5-(piperidin-4-yl)-1H-indol-2-yl)-1H-pyrazolo[3,4-c]pyridine